ClC=1C(=NC(=NC1)NC1CCOCC1)C1=CC=C2CN(C(C2=C1)=O)CC(=O)N[C@H](CO)C1=CC=C(C=C1)CN(C)C 2-(6-{5-Chloro-2-[(oxan-4-yl)amino]pyrimidin-4-yl}-1-oxo-2,3-dihydro-1H-isoindol-2-yl)-N-[(1S)-1-{4-[(dimethylamino)methyl]phenyl}-2-hydroxyethyl]acetamid